The molecule is a sphingomyelin d18:1 in which the amino group of sphingosine is substituted by a pentadecanoyl group. It has a role as a mouse metabolite. It is a sphingomyelin d18:1 and a sphingomyelin 33:1. It derives from a pentadecanoic acid. CCCCCCCCCCCCCCC(=O)N[C@@H](COP(=O)([O-])OCC[N+](C)(C)C)[C@@H](/C=C/CCCCCCCCCCCCC)O